N-(3-acryl-Oxy-2-hydroxypropyl)-3-aminopropyltriethoxysilane C(=O)(C=C)OCC(CNCCC[Si](OCC)(OCC)OCC)O